6-bromo-3,3-dimethyl-4-(methylsulfonyl)isoindolin-1-one BrC1=CC(=C2C(NC(C2=C1)=O)(C)C)S(=O)(=O)C